3-((2R,3R)-3-nitro-2-phenyl-3-(o-tolyl)propyl)-5,5-dimethyl-cyclohex-2-en-1-one [N+](=O)([O-])[C@H]([C@H](CC1=CC(CC(C1)(C)C)=O)C1=CC=CC=C1)C1=C(C=CC=C1)C